CC1=CC=CC2=C1N=CO2 4-methylbenzo[d]oxazole